5-CYANOISOPHTHALALDEHYDE C(#N)C=1C=C(C=C(C=O)C1)C=O